COC([C@@H](N(C(=O)OC(C)(C)C)NC(=O)OC(C)(C)C)CCC(=O)O)=O tert-butoxycarbonylamino(N-Boc)glutamic acid methyl ester